FC=1C(=CC(=NC1)OC)C1=CC(=NN1)C(=O)N1[C@H]2CC(C[C@@H]1CC2)C(=O)NC2CCC(CC2)(C(F)(F)F)OC (1r,3s,5s)-8-(5-(5-fluoro-2-methoxypyridin-4-yl)-1H-pyrazole-3-carbonyl)-N-((1r,4r)-4-methoxy-4-(trifluoromethyl)cyclohexyl)-8-azabicyclo[3.2.1]octane-3-carboxamide